NC1=CC(=NC=N1)C=1C=C(C=C(C1)Cl)C1(COC2(CCCC2)CN1C(C=C)=O)C 1-(8-(3-(6-aminopyrimidin-4-yl)-5-chlorophenyl)-8-methyl-6-oxa-9-azaspiro[4.5]decan-9-yl)prop-2-en-1-one